2,4-DIETHOXYPHENYLBORONIC ACID C(C)OC1=C(C=CC(=C1)OCC)B(O)O